2-((2-ethylbenzothiophene-3-yl)methyl)hexahydro-2H-pyrazino[1,2-a]pyrazine-6,9-dione C(C)C=1SC2=C(C1CN1CC3N(CC1)C(CNC3=O)=O)C=CC=C2